tert-butyl (R)-(1-(6-(trifluoromethyl)-1H-indol-3-yl)propan-2-yl)carbamate FC(C1=CC=C2C(=CNC2=C1)C[C@@H](C)NC(OC(C)(C)C)=O)(F)F